COC[C@]1(C(NCC1)=O)CNC1=NC=C(C=2N=CN(C(C21)=O)C)C2=CC=C(C=C2)C(F)(F)F |r| racemic-5-(((3-(methoxymethyl)-2-oxopyrrolidin-3-yl)methyl)amino)-3-methyl-8-(4-(trifluoromethyl)phenyl)pyrido[4,3-d]pyrimidin-4(3H)-one